NC1=C(N=C(C(=[N+]1[O-])N)[N+](=O)[O-])[N+](=O)[O-] diamino-3,5-dinitropyrazine-1-oxide